(N-vinyl)-pyrrolidone C(=C)N1C(CCC1)=O